BrC=1C=CC(=NC1)C1(COC1)NS(=O)C(C)(C)C N-(3-(5-bromopyridin-2-yl)oxetan-3-yl)-2-methylpropane-2-sulfinamide